FC1=C(C(=C(C(=C1[B-](C1=C(C(=C(C(=C1F)F)F)F)F)(C1=C(C(=C(C(=C1F)F)F)F)F)C1=C(C(=C(C(=C1F)F)F)F)F)F)F)F)F.C[NH+](CC1=CC=CC=C1)C dimethylbenzyl-ammonium tetrakis(pentafluorophenyl)borate